C(C)(C)(C)OC(=O)N1C[C@H](CC=C1C=1C=C2C=NNC2=CC1)C.C[C@H]1CCC(=NC1)C=1C=C2C=NNC2=CC1 (S)-5-(5-methyl-3,4,5,6-tetrahydropyridin-2-yl)-1H-indazole (S)-tert-butyl-6-(1H-indazol-5-yl)-3-methyl-3,4-dihydropyridine-1(2H)-carboxylate